1-(4-((4-(benzylthio)phenyl)sulfonyl)piperidin-1-yl)-2,2,2-trifluoroethan-1-one C(C1=CC=CC=C1)SC1=CC=C(C=C1)S(=O)(=O)C1CCN(CC1)C(C(F)(F)F)=O